C(C)(C)(C)OC(=O)N1CC2=CC(=CC=C2CC1)O 7-hydroxy-3,4-dihydro-1H-isoquinoline-2-carboxylic acid tert-butyl ester